N-(3-((4,4-difluoropiperidin-1-yl)methyl)isoxazol-5-yl)-2-methyl-5-(3-(trifluoromethyl)phenyl)furan-3-carboxamide FC1(CCN(CC1)CC1=NOC(=C1)NC(=O)C1=C(OC(=C1)C1=CC(=CC=C1)C(F)(F)F)C)F